4-(Dimethylamino)-2-phenylpiperidine CN(C1CC(NCC1)C1=CC=CC=C1)C